[C@H]12CC(C[C@H](CC1)N2)OC2=CC=C(N=N2)C2=C(C=C(C=C2)N2N=NN=C2C)O 2-(6-(((1R,3S,5S)-8-azabicyclo[3.2.1]octan-3-yl)oxy)pyridazin-3-yl)-5-(5-methyl-1H-tetrazol-1-yl)phenol